C(CNC([S-])=S)NC([S-])=S.[NH4+].[NH4+] Diammonium ethylenebis(dithiocarbamate)